C(C1=CC(=C(C(=C1)C)N1C(C=CC1=O)=O)CC)C1=CC(=C(C(=C1)C)N1C(C=CC1=O)=O)CC 1'-[methylenebis(2-ethyl-6-methyl-4,1-phenylene)]bis(1H-pyrrole-2,5-dione)